2-chloro-6-hydrazinyl-9-(3-methoxyphenyl)-8-methyl-9H-purine ClC1=NC(=C2N=C(N(C2=N1)C1=CC(=CC=C1)OC)C)NN